C(#N)C=1C(=CC(=NC1)NC(=O)N1CCCC2=CC(=C(N=C12)C=O)CN1C([C@@H](CC1)OC)=C=O)N1C[C@H](CC1)OC N-(5-cyano-4-((S)-3-methoxypyrrolidin-1-yl)pyridin-2-yl)-7-formyl-6-(((R)-3-methoxy-2-carbonylpyrrolidin-1-yl)methyl)-3,4-dihydro-1,8-naphthyridine-1(2H)-carboxamide